C1(CC1)C1=NN=C(O1)N1C(N2[C@H](CCCCC2)C1=O)C1=NC=CC=C1C (9aR)-2-(5-cyclopropyl-1,3,4-oxadiazol-2-yl)-3-(3-methyl-2-pyridyl)-5,6,7,8,9,9a-hexahydro-3H-imidazo[1,5-a]azepin-1-one